C1(=CC(=CC(=C1)C#CCC(C)O)C#CCC(C)O)C#CCC(C)O 2'-(benzene-1,3,5-triyl-tri(acetylene-2,1-diyl))tri(propan-2-ol)